2'-O-(tert-butyldimethylsilyl)-3'-deoxy-3',4'-didehydro-2-N-isobutyryl-guanosine [Si](C)(C)(C(C)(C)C)O[C@H]1[C@@H](OC(=C1)CO)N1C=NC=2C(=O)NC(NC(C(C)C)=O)=NC12